[C@@H]12C(CC[C@@H](C1(C)C)C2)=C (+)-β-Pinene